1,3-bis[3-[2-(2-pyridyl)ethylthio]propoxy]propan-2-ol N1=C(C=CC=C1)CCSCCCOCC(COCCCSCCC1=NC=CC=C1)O